N-cyclopropyl-3-[3-{[(3-{[(5-methylfuran-2-yl)methyl]carbamoyl}pyridin-2-yl)amino]methyl}-5-(propan-2-yloxy)phenyl]-1H-pyrrolo[2,3-b]pyridine-5-carboxamide C1(CC1)NC(=O)C=1C=C2C(=NC1)NC=C2C2=CC(=CC(=C2)OC(C)C)CNC2=NC=CC=C2C(NCC=2OC(=CC2)C)=O